2,6-bis(3,6-dimethyl-9H-carbazol-9-yl)-4-(pyridin-2-yl)benzonitrile CC=1C=CC=2N(C3=CC=C(C=C3C2C1)C)C1=C(C#N)C(=CC(=C1)C1=NC=CC=C1)N1C2=CC=C(C=C2C=2C=C(C=CC12)C)C